(2R,3R,4R,5R)-2-(hydroxymethyl)-5-(isoxazol-5-ylamino)tetrahydro-2H-pyran-3,4-diol OC[C@H]1OC[C@H]([C@H]([C@H]1O)O)NC1=CC=NO1